C1(CC1)C=1C=C(C(=NC1)C=1N=C2N(N=CC(=C2)C(F)(F)F)C1)SCC 2-(5-cyclopropyl-3-ethylsulfanyl-2-pyridyl)-7-(trifluoromethyl)imidazo[1,2-b]pyridazine